FC1(CCC(CC1)C1=NOC(=N1)N1CC2=C(CC1)N=C(S2)NC(=O)NC)F N-{5-[3-(4,4-difluorocyclohexyl)-1,2,4-oxadiazol-5-yl]-4,5,6,7-tetrahydro[1,3]thiazolo[5,4-c]pyridin-2-yl}-N'-methylurea